BrC1=C(OCC=2N=CN(C2)C)C(=CC=C1)OC(F)(F)F 4-[[2-bromo-6-(trifluoromethoxy)phenoxy]methyl]-1-methyl-imidazole